Cl.N1CC(C1)CN1C(CN(CC1C)C=1C=C2CN(C(C2=CC1)=O)C1C(NC(CC1)=O)=O)C 3-(5-(4-(azetidin-3-ylmethyl)-3,5-dimethylpiperazin-1-yl)-1-oxoisoindolin-2-yl)piperidine-2,6-dione hydrochloride